2-(5-bromofuran-2-yl)-3-(2-chlorophenyl)thiazolidine-4-one neodymium iron boron [B].[Fe].[Nd].BrC1=CC=C(O1)C1SCC(N1C1=C(C=CC=C1)Cl)=O